sodium 2-[(4-hydroxy-9,10-dioxo-anthracene-1-yl) amino]-5-methylbenzenesulfonate OC1=CC=C(C=2C(C3=CC=CC=C3C(C12)=O)=O)NC1=C(C=C(C=C1)C)S(=O)(=O)[O-].[Na+]